3,7-dimethyl-2,6-nonadienenitrile CC(=CC#N)CCC=C(CC)C